4-[[2-[4-[4-[4-[tert-butoxycarbonyl-[3-(tert-butoxycarbonylamino)propyl]-amino]-2-oxo-pyrrolidin-1-yl]phenyl]sulfonylpiperazin-1-yl]-6-chloro-4-pyridinyl]-difluoro-methyl]benzoic acid C(C)(C)(C)OC(=O)N(C1CC(N(C1)C1=CC=C(C=C1)S(=O)(=O)N1CCN(CC1)C1=NC(=CC(=C1)C(C1=CC=C(C(=O)O)C=C1)(F)F)Cl)=O)CCCNC(=O)OC(C)(C)C